ClC=1C=C(C=CC1)[C@@H]([C@H](CN1C(C2=CC=CC=C2C1=O)=O)O)C1=CC=C(C=C1)F 2-((2R,3S)-3-(3-chlorophenyl)-3-(4-fluorophenyl)-2-hydroxypropyl)isoindoline-1,3-dione